1-((3R,5R)-4-acetyl-3-(6-chloro-2'-(1H-imidazol-2-yl)-[2,4'-bipyridin]-4-yl)-5-methylpiperazin-1-yl)prop-2-en-1-one C(C)(=O)N1[C@@H](CN(C[C@H]1C)C(C=C)=O)C1=CC(=NC(=C1)Cl)C1=CC(=NC=C1)C=1NC=CN1